1-chloro-3-fluoro-benzene ClC1=CC(=CC=C1)F